FC(OC1=CC=C(C=C1)S(=O)(=O)N[C@H](C(=O)OC(C)(C)C)CCCC)(F)F tert-butyl (S)-2-((4-(trifluoromethoxy)phenyl)sulfonamido)hexanoate